potassium trifluoro(2-phenylethynyl)boranuide F[B-](C#CC1=CC=CC=C1)(F)F.[K+]